methyl 4-formyl-1-methyl-cyclohexanecarboxylate C(=O)C1CCC(CC1)(C(=O)OC)C